C(C)(C)(C)OC(C(CC1=NC(=NO1)CC1=CC=C(C=C1)C1(CC1)C(F)(F)F)P(=O)(OCC)OCC)=O.CC1(NC(CCC1)(C)C)C 2,2,6,6-tetramethyl-piperidine tert-butyl-2-(diethoxyphosphoryl)-3-(3-(4-(1-(trifluoromethyl)cyclopropyl)benzyl)-1,2,4-oxadiazol-5-yl)propanoate